(Racemic)-(R,S)-2-[6-[3-(Difluoromethoxy)-4-fluoro-phenyl]pyrazolo[4,3-b]pyridin-1-yl]-1-(3-hydroxypyrrolidin-1-yl)ethanone FC(OC=1C=C(C=CC1F)C=1C=C2C(=NC1)C=NN2CC(=O)N2C[C@@H](CC2)O)F |r|